5-(3-ethylimidazo[1,2-a]pyrimidin-6-yl)-N-(1-methylazetidin-3-yl)pyrrolo[2,1-f][1,2,4]triazin-2-amine C(C)C1=CN=C2N1C=C(C=N2)C=2C=CN1N=C(N=CC12)NC1CN(C1)C